C=CC(C\C=C/CC)=O (Z)-1,5-octadien-3-one